C(C1=CC=CC=C1)N1CC(OCC1)C1=NC(=CC=C1)C1CC1 4-Benzyl-2-(6-cyclopropylpyridin-2-yl)morpholine